CC1=C(N=C(S1)NC(=O)C1CN(C1)C1=C(C=C2C(C(=CN(C2=N1)C=1SC=CN1)C(=O)O)=O)F)C 7-{3-[(dimethyl-1,3-thiazol-2-yl)carbamoyl]azetidin-1-yl}-6-fluoro-4-oxo-1-(1,3-thiazol-2-yl)-1,4-dihydro-1,8-naphthyridine-3-carboxylic acid